4-fluoro-1-[2-methyl-2-(pyridin-2-yl)propionyl]-N-{phenyl-[4-(propan-2-yl)phenyl]methyl}pyrrolidine-2-carboxamide FC1CC(N(C1)C(C(C)(C1=NC=CC=C1)C)=O)C(=O)NC(C1=CC=C(C=C1)C(C)C)C1=CC=CC=C1